2-[3-[2-[[(S)-[(3S)-5-cyano-1,2,3,4-tetrahydroquinolin-3-yl]-phenyl-methyl]amino]ethyl]-5-fluoro-phenyl]acetic acid C(#N)C1=C2C[C@@H](CNC2=CC=C1)[C@@H](C1=CC=CC=C1)NCCC=1C=C(C=C(C1)F)CC(=O)O